C(C)(C)(C)OC(=O)N1[C@H](C[C@H](C1)O)C(NC1=C(C=CC(=C1)C(CCC1CC1)(N[S@](=O)C(C)(C)C)C1=CC(=CC=C1)C#N)F)=O (2R,4R)-2-(5-(1-(3-cyanophenyl)-3-cyclopropyl-1-((R)-1,1-dimethylethylsulfinamido)propyl)-2-fluorophenylcarbamoyl)-4-hydroxypyrrolidine-1-carboxylic acid tert-butyl ester